divinylphenylenediruthenium C(=C)C1=C(C(=C(C=C1)[Ru])[Ru])C=C